P(=O)(OCC(CCCC)CC)(OCC(CCCC)CC)[O-].[La+3].C(C)C(COP(=O)(OCC(CCCC)CC)[O-])CCCC.C(C)C(COP(=O)(OCC(CCCC)CC)[O-])CCCC lanthanum di(2-ethylhexyl) phosphate